N-(5-cyano-6-(2H-1,2,3-triazol-2-yl)pyridin-3-yl)-5-(trifluoromethyl)-1H-pyrazole-4-carboxamide C(#N)C=1C=C(C=NC1N1N=CC=N1)NC(=O)C=1C=NNC1C(F)(F)F